3-oxoindole potassium salt [K].O=C1C=NC2=CC=CC=C12